4-(2-((2-ethoxy-4-(4-methyl-4H-1,2,4-triazol-3-yl)phenyl)amino)-4-(neopentylamino)pyrimidin-5-yl)benzamide C(C)OC1=C(C=CC(=C1)C1=NN=CN1C)NC1=NC=C(C(=N1)NCC(C)(C)C)C1=CC=C(C(=O)N)C=C1